FC(C1=CC(=NC(=C1)[C@]1(COCC1)OC)C=1C=C(N2C=NC(=CC21)N)C)F (R)-5-(4-(difluoromethyl)-6-(3-methoxytetrahydrofuran-3-yl)pyridine-2-yl)-7-methylpyrrolo[1,2-c]pyrimidin-3-amine